acetic acid-(1R,3aS,3bS,7S,9aR,9bS,11aR)-5-hydroxy-1-[(2R)-6-hydroxy-6-methylhept-2-yl]-9a,11a-dimethylhexadecahydro-1H-cyclopenta[1,2-i]phenanthrene-7-yl ester OC1C[C@H]2[C@H]3[C@](CC[C@@H]2[C@]2(CC[C@@H](CC12)OC(C)=O)C)([C@H](CC3)[C@H](C)CCCC(C)(C)O)C